ClC1=CC=C(C=C1)S(=O)(=O)\N=C(\N[C@H]1C[C@@H](CC1)S(N)(=O)=O)/N1N=C([C@H](C1)C1=CC=CC=C1)C1=CC=C(C=C1)F (S,Z)-N'-((4-chlorophenyl)sulfonyl)-3-(4-fluorophenyl)-4-phenyl-N-((1R,3R)-3-sulfamoylcyclopentyl)-4,5-dihydro-1H-pyrazole-1-carboximidamide